3-bromo-6,9-diphenyl-9H-carbazole BrC=1C=CC=2N(C3=CC=C(C=C3C2C1)C1=CC=CC=C1)C1=CC=CC=C1